C(C)OCCOCC=1C=C2C=C(NC2=C(C1)NC1CCOCC1)C1=CC=CC=C1 5-(2-ethoxyethoxymethyl)-2-phenyl-N-tetrahydropyran-4-yl-1H-indol-7-amine